5-(3-isopropyl-5-(piperidin-4-yl)-1H-indol-2-yl)-1-methyl-1H-pyrazolo[3,4-b]pyridine C(C)(C)C1=C(NC2=CC=C(C=C12)C1CCNCC1)C=1C=C2C(=NC1)N(N=C2)C